2-(4-(5-Bromopyrazolo[1,5-a]pyridin-3-yl)-1H-1,2,3-triazol-1-yl)ethan-1-ol BrC1=CC=2N(C=C1)N=CC2C=2N=NN(C2)CCO